N-(5-carboxypentyl)-6-((3-(1,1,1,5,5,5-hexamethyl-3-((trimethylsilyl)oxy)trisiloxan-3-yl)propyl)amino)-N,N-dimethyl-6-oxohexan-1-aminium bromide [Br-].C(=O)(O)CCCCC[N+](CCCCCC(=O)NCCC[Si](O[Si](C)(C)C)(O[Si](C)(C)C)O[Si](C)(C)C)(C)C